tert-butyl N-[[6-[[2-(tert-butoxycarbonylamino)-5-(2-thienyl)phenyl]carbamoyl]pyridazin-3-yl]-methyl-oxo-sulfanylidene]carbamate C(C)(C)(C)OC(=O)NC1=C(C=C(C=C1)C=1SC=CC1)NC(=O)C1=CC=C(N=N1)S(=NC(OC(C)(C)C)=O)(=O)C